C(O)(O)=O.C(C)(C)(C)N1C(CCCC1)=O N-tert-butyl-piperidin-2-one carbonate